methyl (R)-3-((cyanomethyl)amino)-4-(2,2-difluoro-7-((5-methoxy-7-methyl-1H-indol-4-yl)methyl)-7-azaspiro[3.5]nonan-6-yl)benzoate C(#N)CNC=1C=C(C(=O)OC)C=CC1[C@H]1CC2(CC(C2)(F)F)CCN1CC1=C2C=CNC2=C(C=C1OC)C